ClC1=NC=CC(=C1)[N+](=O)[O-] 2-chloro-4-nitropyridine